NC/C(/COC=1C=NC(=NC1)N1CCC2(CCN(C2=O)C)CC1)=C\F 8-[5-[(E)-2-(aminomethyl)-3-fluoro-allyloxy]pyrimidin-2-yl]-2-methyl-2,8-diazaspiro[4.5]decan-1-one